NC=1C(=C(C=C2C=C(N=CC12)NC(O[C@@H]1COC[C@@H]1OC)=O)C1=C(C2=C(OCCN2)N=C1)C)F (3R,4S)-4-Methoxytetrahydrofuran-3-yl (8-amino-7-fluoro-6-(8-methyl-2,3-dihydro-1H-pyrido[2,3-b][1,4]oxazin-7-yl)isoquinolin-3-yl)carbamate